C(C)C(CS(=O)(=O)C1=CC=C(C=C1)OS(=O)(=O)[O-])CCCC.C1(=CC=CC=C1)[S+](C1=CC=CC=C1)C1=CC=CC=C1 Triphenyl-sulfonium 4-((2-ethylhexyl)sulfonyl)phenyl-sulfate